ClC=1C=NN(C1C1=NN2C(N(C(CC2)=O)CC2=CC=C(C=C2)C2=NN(C(=N2)C(F)(F)F)C)=C1)C(C)C 2-(4-chloro-1-isopropyl-1H-pyrazol-5-yl)-4-(4-(1-methyl-5-(trifluoromethyl)-1H-1,2,4-triazol-3-yl)benzyl)-6,7-dihydropyrazolo[1,5-a]pyrimidin-5(4H)-one